CC(C(=O)NC=1C=C2C(=CNC2=CC1)C1CC2CCCCN2CC1)C 5-(2-methylpropanoyl)amino-3-(octahydro-2H-quinolizin-2-yl)-1H-indole